NC1=NN(C=C1C(=O)OCC)CCNC(=O)OC(C)(C)C ethyl 3-amino-1-(2-((tert-butoxycarbonyl)amino)ethyl)-1H-pyrazole-4-carboxylate